Trans-Decenal C(\C=C\CCCCCCC)=O